C1(CCCCCC\C=C/CCCCCCC1)=O (Z)-8-Cyclohexadecen-1-one